2-(2,4-dimethoxyphenyl)-1,2,3,4-tetrahydroquinazoline COC1=C(C=CC(=C1)OC)C1NC2=CC=CC=C2CN1